8-(4-(azetidin-1-ylmethyl)phenyl)-4-fluoro-3-methyl-2-(trifluoromethyl)chromeno[7,8-d]imidazol-6(3H)-one N1(CCC1)CC1=CC=C(C=C1)C=1OC2=C(C(C1)=O)C=C(C=1N(C(=NC12)C(F)(F)F)C)F